N-(8-fluoro-6-oxo-1,4,5,6-tetrahydro-2H-pyrano[3,4-c]isoquinolin-1-yl)-N-methyl-1H-indole-2-carboxamide FC=1C=CC=2C3=C(NC(C2C1)=O)COCC3N(C(=O)C=3NC1=CC=CC=C1C3)C